tert-butyl (2R,4S)-4-((tert-butyldimethylsilyl)oxy)-2-(hydroxy-methyl)pyrrolidine-1-carboxylate [Si](C)(C)(C(C)(C)C)O[C@H]1C[C@@H](N(C1)C(=O)OC(C)(C)C)CO